C(C)N1C(=NN=C1)C1=CC=CC(=N1)N1CC=2C(=NC(=CC2C1=O)C1(CC1)C)[C@@H](C)NC 2-[6-(4-ethyl-4H-1,2,4-triazol-3-yl)pyridin-2-yl]-4-[(1R)-1-(methylamino)ethyl]-6-(1-methylcyclopropyl)-2,3-dihydro-1H-pyrrolo[3,4-c]pyridin-1-one